1-[[2,5-difluoro-4-(4-piperidyl)phenyl]methyl]hexahydropyrimidine-2,4-dione FC1=C(C=C(C(=C1)C1CCNCC1)F)CN1C(NC(CC1)=O)=O